4-methyl-1,3-dihydroxybenzene CC1=C(C=C(C=C1)O)O